C(C1=CC=CC=C1)=NNC1=NSC2=C1C=CC=C2 3-(2-benzylidenehydrazinyl)benzo[d]isothiazole